(4-bromophenyl-ethyl)-6-fluoro-2,3,4,9-tetrahydro-1H-carbazol-1-amine BrC1=CC=C(C=C1)CCC1(CCCC=2C3=CC(=CC=C3NC12)F)N